2-(2-Fluoro-4-propan-2-yloxyphenyl)-N-[(3S)-2-oxo-5-phenyl-1,3-dihydro-1,4-benzodiazepin-3-yl]pyrazolo[1,5-a]pyrimidine-3-carboxamide FC1=C(C=CC(=C1)OC(C)C)C1=NN2C(N=CC=C2)=C1C(=O)N[C@@H]1C(NC2=C(C(=N1)C1=CC=CC=C1)C=CC=C2)=O